ClC1=CC=C(C=C1)C1=N[C@H](C=2N(C3=C1C(=C(S3)C)C)C(=NN2)C)CC(=O)NO (S)-2-(4-(4-chlorophenyl)-2,3,9-trimethyl-6H-thieno[3,2-f][1,2,4]triazolo[4,3-a][1,4]diazepin-6-yl)-N-hydroxyacetamide